C(C)(C)C1CCN(CC1)C1=NC=C(C=N1)C1(CCC(CC1)N)N 1-(2-(4-isopropylpiperidin-1-yl)pyrimidin-5-yl)cyclohexane-1,4-diamine